FC=1[C@@H]([C@@H]2[C@H](OC(O2)(C)C)C1COC(C1=CC=CC=C1)(C1=CC=CC=C1)C1=CC=CC=C1)CS(=O)(=O)O.S(C)(=O)(=O)O mesylate ((3aR,4R,6aR)-5-fluoro-2,2-dimethyl-6-((trityloxy)methyl)-4,6a-dihydro-3aH-cyclopenta[d][1,3]dioxol-4-yl methanesulfonate)